F[P-](F)(F)(F)(F)F.C1(=CC=CC=C1)[SH+]C1=CC=C(C=C1)CC(C)C (phenyl)[4-(2-methylpropyl)phenyl]Sulfonium hexafluorophosphate